ClC(C(=O)OC)C(CC)=O methyl 2-chloro-3-oxopentanoate